OC12C3(C(OC1OC2C)C2(C(O3)(C(C3=C(C=CC=C3C2=O)O)=O)O)O)C 2a,3a,5,9a-tetrahydroxy-2,2b-dimethyl-2a,2b,3a,9a,9b,10a-hexahydro-2H-naphtho[2',3':4,5]Furano[3,2-b]oxeto[3,2-d]furan-4,9-dione